4-methyl-1,2,3-thiadiazole-5-carboxylic acid methyl ester COC(=O)C1=C(N=NS1)C